ClC1=CN(C2=NC=CC(=C21)CN2C(N(CCC2)C2=CC(=C(C=C2)OC)OCCCCC)=O)CCNC(=O)NCC 1-(2-(3-chloro-4-((3-(4-methoxy-3-(pentyloxy)phenyl)-2-oxotetrahydropyrimidin-1(2H)-yl)methyl)-1H-pyrrolo[2,3-b]pyridin-1-yl)ethyl)-3-ethylurea